(S)-1-((S)-1-(2-Aminopyridin-4-yl)-2-methoxyethyl)-4-(trifluoromethyl)imidazolidin-2-one hydrochloride Cl.NC1=NC=CC(=C1)[C@@H](COC)N1C(N[C@@H](C1)C(F)(F)F)=O